BrC1=CC2=C3N(N=C2C=C1)CC1(NC3=O)CC1 9'-bromo-4'H-spiro[cyclopropane-1,3'-pyrazino[1,2-b]indazol]-1'(2'H)-one